trans-N-(4-(1-Cyclopropyl-1H-pyrazol-4-yl)pyridin-2-yl)-4-hydroxy-N-((4-(4-methoxy-3-methylphenyl)bicyclo[2.2.2]octan-1-yl)methyl)cyclohexanecarboxamide C1(CC1)N1N=CC(=C1)C1=CC(=NC=C1)N(C(=O)[C@@H]1CC[C@H](CC1)O)CC12CCC(CC1)(CC2)C2=CC(=C(C=C2)OC)C